NC1=C(C=CC(=C1)C1=CC(=C(C=C1)F)F)NC(OC(C)(C)C)=O tert-butyl N-[2-amino-4-(3,4-difluorophenyl)phenyl]carbamate